(αS)-α,2,3,4-tetrafluoro-benzenepropanoic acid F[C@H](C(=O)O)CC1=C(C(=C(C=C1)F)F)F